pyrrolo[1,2-b]pyridazin-7-carboxamide N=1N2C(C=CC1)=CC=C2C(=O)N